C(C)(C)(C)OC(N(C)C1C(CNCC1)(C)C)=O (3,3-dimethylpiperidin-4-yl)(methyl)carbamic acid tert-butyl ester